C([O-])(O)=O.C(C1=CC=CC=C1)N1C=[N+](C=C1)CC(CCCC)CC 1-benzyl-3-(2-ethylhexyl)imidazolium bicarbonate